F[P-](F)(F)(F)(F)F.C1(=CC=CC=C1)[N+]1=CC=CC=C1 1-phenylpyridin-1-ium hexafluorophosphate